FC(C=1N=C2C3=C(OCCCCN2C1)C=C(C=C3)CN)(F)F (2-(trifluoromethyl)-5,6,7,8-tetrahydrobenzo[b]imidazo[2,1-d][1,5]oxazonin-11-yl)methanamine